COC=1C=C(CN2C[C@@H](C[C@H](C2)C2=CC=C(C=C2)C(F)(F)F)CC(=O)OC)C=CC1 methyl 2-((3S,5S)-1-(3-methoxybenzyl)-5-(4-(trifluoromethyl)phenyl)piperidin-3-yl)acetate